C(C)NC(=O)N1[C@H]([C@H](CCC1)C1=NNC=C1C)CO[C@@H]1CC[C@@H](CC1)C1=CC(=CC=C1)F (CIS)-N-ethyl-2-((((CIS)-4-(3-fluorophenyl)cyclohexyl)oxy)methyl)-3-(4-methyl-1H-pyrazol-3-yl)piperidine-1-carboxamide